CC1(O[C@H]2[C@@H](O1)[C@@H](C[C@@H]2CNCC#CC=2C=C(C(=O)N)C=CC2)N2C=CC1=C2N=CN=C1C(F)(F)F)C 3-(3-((((3aR,4R,6R,6aS)-2,2-dimethyl-6-(4-(trifluoromethyl)-7H-pyrrolo[2,3-d]pyrimidin-7-yl)tetrahydro-4H-cyclopenta[d][1,3]dioxol-4-yl)methyl)amino)prop-1-yn-1-yl)benzamide